C(C)(=O)OCCOCCOC diethylene glycol monomethyl ether acetate